CC(CCCC(CCC)O)O cis-2,6-nonylene alcohol